O=C1NC(CCC1N1C(C2=CC=CC(=C2C1=O)OCC(=O)NCCCCCCCCCCNC(OC(C)(C)C)=O)=O)=O tert-butyl (10-(2-((2-(2,6-dioxopiperidin-3-yl)-1,3-dioxoisoindolin-4-yl)oxy)acetamido)decyl)carbamate